4,4'-dimethylazobenzene CC1=CC=C(C=C1)N=NC1=CC=C(C=C1)C